CN1C=NC=2C1=NC(=C(C2)O)C 3,5-dimethyl-3H-imidazo[4,5-b]pyridin-6-ol